(R)-1-((2-(2'-Chloro-3'-(3-(((R)-3-hydroxypyrrolidin-1-yl)methyl)-1,7-naphthyridin-8-ylamino)-2-methylbiphenyl-3-yl)-7-cyanobenzo[d]oxazol-5-yl)methyl)-3-methylpyrrolidin ClC1=C(C=CC=C1NC=1N=CC=C2C=C(C=NC12)CN1C[C@@H](CC1)O)C1=C(C(=CC=C1)C=1OC2=C(N1)C=C(C=C2C#N)CN2C[C@@H](CC2)C)C